2-(12-chloro-1,2,3,5,6,7-hexahydrochromeno[2,3-f]pyrido[3,2,1-ij]quinolin-4-ium-9-yl)-5-sulfobenzenesulfonate ClC1=CC=C2C(=C3C(=C4CCC[N+]5=C4C(=C3)CCC5)OC2=C1)C1=C(C=C(C=C1)S(=O)(=O)O)S(=O)(=O)[O-]